ClC=1C(=C(C(=NC1C1=CC=C(C=C1)F)C(CNC(=O)C=1C=C2C=C(N=NC2=C(C1)OC)C)(C(F)(F)F)O)F)C(C)(C)O (-)-N-{2-[5-chloro-3-fluoro-6-(4-fluorophenyl)-4-(2-hydroxypropan-2-yl)pyridin-2-yl]-3,3,3-trisFluoro-2-hydroxypropyl}-8-methoxy-3-methylcinnoline-6-carboxamide